2-[2-methyl-6-(trifluoromethyl)pyrimidin-4-yl]-7-[1-(2,2,2-trifluoroethyl)-1H-pyrazolo[3,4-b]pyrazin-6-yl]-2,7-diazaspiro[3.5]nonane CC1=NC(=CC(=N1)N1CC2(C1)CCN(CC2)C2=CN=C1C(=N2)N(N=C1)CC(F)(F)F)C(F)(F)F